(2S,3S)-3-((tert-butyldimethylsilyl)oxy)-N-methyl-1-(6-methyl-4-(trifluoromethyl)pyridin-2-yl)-N-(m-tolyl)pyrrolidine-2-carboxamide [Si](C)(C)(C(C)(C)C)O[C@@H]1[C@H](N(CC1)C1=NC(=CC(=C1)C(F)(F)F)C)C(=O)N(C=1C=C(C=CC1)C)C